1-fluoro-N-((6S,7S)-6-((2-fluoro-[1,1'-biphenyl]-3-yl)methyl)-5-((R)-2-methyloxetane-2-carbonyl)-5-azaspiro[2.4]heptan-7-yl)methanesulfonamide FCS(=O)(=O)N[C@@H]1[C@@H](N(CC12CC2)C(=O)[C@@]2(OCC2)C)CC=2C(=C(C=CC2)C2=CC=CC=C2)F